(R) or (S)-N'-((8-cyano-1,2,3,5,6,7-hexahydro-s-indacen-4-yl)carbamoyl)-2-(1-hydroxy-2-methylpropan-2-yl)thiazole-5-sulfonimidamide C(#N)C=1C=2CCCC2C(=C2CCCC12)NC(=O)N=[S@](=O)(N)C1=CN=C(S1)C(CO)(C)C |o1:18|